CN1CC(C1)(C)[C@@](C=1C=C(C=NC1)C1C(CCCC1)(O)C)(C1=CC=C(C=C1)C(C)C)O {5-[(R)-(1,3-dimethyl-azetidin-3-yl)-hydroxy-(4-isopropyl-phenyl)-methyl]-pyridin-3-yl}-1-methyl-cyclohexanol